(4-(5-(4-methoxyphenyl)isoxazol-3-yl)phenyl)acrylamide COC1=CC=C(C=C1)C1=CC(=NO1)C1=CC=C(C=C1)C(C(=O)N)=C